FC=1C(=C(C=O)C=CC1)C(C)(C)F 3-fluoro-2-(2-fluoropropane-2-yl)benzaldehyde